tert-Butyl N-[5-[5-amino-7-(dipropylcarbamoyl)-6H-pyrazolo[4,3-b]azepin-1-yl]pentyl]carbamate NC=1CC(=CC2=C(N1)C=NN2CCCCCNC(OC(C)(C)C)=O)C(N(CCC)CCC)=O